ClC1=CC=C(CC2=CN=NN2C)C=C1 5-(4-chlorobenzyl)-1-methyl-1H-1,2,3-triazole